C(=O)(OCCCCCCCCCCCC)OC(=O)[O-].[Na+] sodium dodecyl dicarbonate